[I-].[I-].C(C)[SiH](CC)[Zr+2](C1(C(=CC=C1)C)C)C1(C(=CC=C1)C)C diethylsilyl-bis(dimethylcyclopentadienyl)zirconium diiodide